C(CCC)C1C(CCCC1)CCCC 1,2-dibutylcyclohexane